1,2-dihydroxyanthracene OC1=C(C=CC2=CC3=CC=CC=C3C=C12)O